1-(5,6,7,8-tetrahydro-3,5,5,6,8,8-hexamethyl-2-naphthyl)-1-ethanone CC=1C(=CC=2C(CC(C(C2C1)(C)C)C)(C)C)C(C)=O